C1(CC1)CN1C(=CC=2C1=NC(=CC2)N(S(=O)(=O)C)C(F)F)C2=NC1=C(N2C)C(=CC(=C1)C(=O)N1CC2(C1)NCCCC2)OC N-(1-(cyclopropylmethyl)-2-(7-methoxy-1-methyl-5-(2,5-diazaspiro[3.5]nonane-2-carbonyl)-1H-benzo[d]imidazol-2-yl)-1H-pyrrolo[2,3-b]pyridin-6-yl)-N-(difluoromethyl)methanesulfonamide